ClC=1C=C2C(=C(C(N(C2=NC1C1=C(C=CC=C1)CN(C)C)C=1C(=NC=NC1C(C)C)C(C)C)=O)C#N)N1CCN(CC1)C(=O)OC(C)(C)C tert-Butyl 4-(6-chloro-3-cyano-1-(4,6-diisopropylpyrimidin-5-yl)-7-(2-((dimethylamino)methyl)phenyl)-2-oxo-1,2-dihydro-1,8-naphthyridin-4-yl)piperazine-1-carboxylate